FC(OC1=NC=CC=C1C=1N=C(C=2OCCNC2N1)NCCC1=CNC2=CC=CC=C12)F 2-[2-(difluoromethoxy)-3-pyridyl]-N-[2-(1H-indol-3-yl)ethyl]-7,8-dihydro-6H-pyrimido[5,4-b][1,4]oxazin-4-amine